2-(4-methyl-3-((R or S)-1-(((S)-phenyl((R)-1,2,3,4-tetrahydro-1,5-naphthyridin-3-yl)methyl)amino)propan-2-yl)phenyl)acetic acid CC1=C(C=C(C=C1)CC(=O)O)[C@H](CN[C@@H]([C@H]1CNC2=CC=CN=C2C1)C1=CC=CC=C1)C |o1:11|